5-bromo-4-ethyl-3,3-dimethyl-1,3-dihydro-2H-pyrrolo[2,3-b]pyridin-2-one BrC=1C(=C2C(=NC1)NC(C2(C)C)=O)CC